3-(1-methyl-6-(piperidin-4-ylamino)-1H-indol-3-yl)piperidine-2,6-dione dihydrochloride Cl.Cl.CN1C=C(C2=CC=C(C=C12)NC1CCNCC1)C1C(NC(CC1)=O)=O